C(C)(C)(C)[Si](OC(C)(C)C=1C=CC(=NC1)NS(=O)(=O)CC)(C)C N-[5-[1-[tert-butyl-(dimethyl)silyl]oxy-1-methyl-ethyl]-2-pyridyl]ethanesulfonamide